N1(CCNCC1)C1=CC=C(C=C1)C=1C=NC=2N(C1)N=CC2C2=NC1=CC=CC=C1C=C2 [6-(4-Piperazin-1-ylphenyl)pyrazolo[1,5-a]pyrimidin-3-yl]quinoline